hexenyl-ethyl-phosphinic acid C(=CCCCC)P(O)(=O)CC